NC1=NC2=CC(=CC=C2C=C1F)CC1[C@H](C[C@]2([C@@H]1O[C@H](C2O)N2C=CC1=C2N=CN=C1N)O)F (2R,3aS,5S,6aR)-6-[(2-amino-3-fluoroquinolin-7-yl)methyl]-2-(4-amino-7H-pyrrolo[2,3-d]pyrimidin-7-yl)-5-fluorohexahydro-3aH-cyclopenta[b]furan-3,3a-diol